FC=1C=CC2=C(CCO2)C1CNC1=NC=C(C2=CC(=NC=C12)OC)C1=CC(=NN1C)C(=O)O 5-(1-(((5-fluoro-2,3-dihydrobenzofuran-4-yl)methyl)amino)-6-methoxy-2,7-naphthyridin-4-yl)-1-methyl-1H-pyrazole-3-carboxylic acid